2,3-dimethyl-6-nitrophenyl isocyanate CC1=C(C(=CC=C1C)[N+](=O)[O-])N=C=O